ClC=1C=CC(=C(C1)C1=NC=CC2=C1N=C(N=C2)NC2=CC=C(C=C2)N2CCOCC2)F 8-(5-chloro-2-fluorophenyl)-N-(4-morpholinylphenyl)pyrido[3,4-d]pyrimidin-2-amine